1-naphthylmethyl-p-hydroxyphenyl-sulfonium C1(=CC=CC2=CC=CC=C12)C[SH+]C1=CC=C(C=C1)O